COC1=CC=C(CC(COC=2C=C(CNN(C)C)C=CC2)OC(=O)NCC2=CC=C(C=C2)N(C)C)C=C1 3-[(4-methoxybenzyl)(4-dimethylaminobenzyl)aminocarbonyloxyethoxy]dimethylaminobenzylamine